C1(CCCCC1)CCC(=O)N1CCCCC1 1-(3-cyclohexylpropanoyl)piperidin